C(C)(C)(C)OC(=O)N1[C@@H](C[C@H](C1)F)C(NC1=NC(=CC=C1)C=1OC=CN1)=O (2S,4R)-4-fluoro-2-((6-(oxazol-2-yl)pyridin-2-yl)carbamoyl)pyrrolidine-1-carboxylic acid tert-butyl ester